NC1=C(SC2=NC(=CC=C21)C)C(=O)N[C@H]2COC1=CC(=CC=C1C2)[C@H]2[C@H](CNCC2)O 3-amino-N-((R)-7-((3R,4S)-3-hydroxypiperidin-4-yl)chroman-3-yl)-6-methylthieno[2,3-b]pyridine-2-carboxamide